2-(4'-((5-cyclopropyl-3-(2,6-dichlorophenyl)isoxazol-4-yl)methoxy)-2'-fluoro-[1,1'-biphenyl]-4-yl)acetic acid C1(CC1)C1=C(C(=NO1)C1=C(C=CC=C1Cl)Cl)COC1=CC(=C(C=C1)C1=CC=C(C=C1)CC(=O)O)F